2-[(2S,3R,4R,5R,6R)-3,5-Diacetyloxy-2-(acetyloxymethyl)-6-[4-[(Z)-3-phenylprop-2-enoyl]phenoxy]oxan-4-yl]acetic acid C(C)(=O)O[C@H]1[C@@H](O[C@@H]([C@@H]([C@@H]1CC(=O)O)OC(C)=O)OC1=CC=C(C=C1)C(\C=C/C1=CC=CC=C1)=O)COC(C)=O